N-[1-[2-[6-(2-pyridyl)pyrimidin-4-yl]-1,2,4-triazol-3-yl]ethyl]-3,5-bis(trifluoromethyl)benzamide N1=C(C=CC=C1)C1=CC(=NC=N1)N1N=CN=C1C(C)NC(C1=CC(=CC(=C1)C(F)(F)F)C(F)(F)F)=O